FC1([C@@H]([C@H](CCC1)O[C@@H]1[C@H](CNCC1)F)NC(CC=1C(=C(C=CC1)C1=CC(=CC(=C1)F)F)F)=O)F N-[(1R,6S)-2,2-difluoro-6-{[(3S,4S)-3-fluoropiperidin-4-yl]oxy}cyclohexyl]-2-{2,3',5'-trifluoro-[1,1'-biphenyl]-3-yl}acetamide